((R)-2-(2-Chlorophenyl)piperidin-1-yl)-N-((R,E)-4-(methylsulfonyl)but-3-en-2-yl)pyrazine-2-carboxamide ClC1=C(C=CC=C1)[C@@H]1N(CCCC1)C=1C(=NC=CN1)C(=O)N[C@H](C)\C=C\S(=O)(=O)C